NC1=NC=CC(=C1N)C=1C=NN(C1)C1=CC=C(C=N1)C(CCN(C(OC(C)(C)C)=O)C)C(F)(F)F tert-butyl 3-(6-(4-(2,3-diaminopyridin-4-yl)-1H-pyrazol-1-yl)pyridin-3-yl)-4,4,4-trifluorobutylmethylcarbamate